C(C)(C)(C)C1[C@](N(CC[C@@]1(C(=O)O)CC1=NC(=CC(=C1F)CC)NC1=NN(C(=C1)C)C(C)(C)C)C(=O)O)(C)C(C)(C)C di-tert-butyl-(2R,4R)-4-((6-((1-(tert-butyl)-5-methyl-1H-pyrazol-3-yl)-amino)-4-ethyl-3-fluoropyridin-2-yl)methyl)-2-methylpiperidine-1,4-dicarboxylic acid